C1CC12NCC[C@@H](C2)N2N=CC1=C(C2=O)C=CC(=N1)C1=NN2C(C(=NC(=C2)C)C)=C1 6-[(7S)-4-azaspiro[2.5]octan-7-yl]-2-(4,6-dimethylpyrazolo[1,5-a]pyrazin-2-yl)pyrido[2,3-d]pyridazin-5-one